O1CCN(CC1)CCOC(=O)[C@H](O)[C@@H](O)[C@H](O)[C@H](O)COP(=O)(O)O 6-phosphogluconic acid 2-morpholinoethyl ester